tetrabutylammonium bis(2-ethylhexyl)phosphinate C(C)C(CP([O-])(=O)CC(CCCC)CC)CCCC.C(CCC)[N+](CCCC)(CCCC)CCCC